CC1=C(C=2N(C=C1C=1NC3=CC=C(C=C3C1C(C)C)C1CCN(CC1)CC(=O)N)N=CN2)C (4-(2-(7,8-dimethyl-[1,2,4]triazolo[1,5-a]pyridin-6-yl)-3-isopropyl-1H-indol-5-yl)piperidin-1-yl)acetamide